benzyl (2R)-2-(benzyloxycarbonylamino)-3-[[3-(1,4-diethylpyrazol-3-yl)-5-fluoro-benzoyl]amino]propanoate C(C1=CC=CC=C1)OC(=O)N[C@@H](C(=O)OCC1=CC=CC=C1)CNC(C1=CC(=CC(=C1)F)C1=NN(C=C1CC)CC)=O